1-(2-(2-methylazetidin-1-yl)-6-(trifluoromethyl)pyrimidin-4-yl)azetidin CC1N(CC1)C1=NC(=CC(=N1)N1CCC1)C(F)(F)F